sulfanyl-(ethyl)thiourea SN(C(=S)N)CC